3-[4-bromo-3-[1-[tert-butyl(dimethyl)silyl]oxy-1-methyl-ethyl]anilino]-1-(4-cyanotetrahydro-2H-pyran-3-yl)pyrazole-4-carboxamide BrC1=C(C=C(NC2=NN(C=C2C(=O)N)C2COCCC2C#N)C=C1)C(C)(C)O[Si](C)(C)C(C)(C)C